Cl.N1C[C@@H](CCCC1)NC(=O)C1=CN(CCS1)C=1C2=C(N=CN1)NC=C2 (R)-N-(azepan-3-yl)-4-(7H-pyrrolo[2,3-d]pyrimidin-4-yl)-3,4-dihydro-2H-1,4-thiazine-6-carboxamide hydrochloride